N-[(1R)-1-[3-[3-(Chloromethyl)phenyl]phenyl]ethyl]-2-methyl-5-(4-methylpiperazin-1-yl)benzamide ClCC=1C=C(C=CC1)C=1C=C(C=CC1)[C@@H](C)NC(C1=C(C=CC(=C1)N1CCN(CC1)C)C)=O